1-(1-(4-fluorophenyl)ethyl)-4-iodo-3-methyl-1H-pyrazole FC1=CC=C(C=C1)C(C)N1N=C(C(=C1)I)C